O1C(CCC1)COCCNC(=O)C1=CC2=C(N(C(=N2)NC=2SC3=C(N2)C=CC(=C3)OC(F)(F)F)C)C=C1 1-Methyl-2-(6-trifluoromethoxy-benzothiazol-2-ylamino)-1H-benzoimidazole-5-carboxylic acid [2-(tetrahydro-furan-2-ylmethoxy)-ethyl]-amide